CN1C([C@H]2CC3=C(NC=4C=CC=CC34)[C@H](N2C(C1)=O)C1=CC2=C(OCO2)C=C1)=O (6R,12aR)-2,3,6,7,12,12a-hexahydro-2-methyl-6-(1,3-benzodioxol-5-yl)-pyrazino[1',2':1,6]pyrido[3,4-b]indole-1,4-dione